C1=C(C=CC=2SC3=CC=CC=C3NC12)C(C)S(=O)(=O)N1C[C@@H](O[C@@H](C1)C)C (2S,6R)-4-((1-(10H-phenothiazin-2-yl)ethyl)sulfonyl)-2,6-dimethylmorpholine